CC(CCC)=[N-].[Na+] Sodium (methylbutanylidene)amide